FCCC(C(=O)OCC1=CC=CC=C1)(C)C benzyl 4-fluoro-2,2-dimethyl-butyrate